C1C(CC2=CC=CC=C12)CN1[C@@H]([C@H]([C@@H]([C@H](C1)O)O)O)C (2r,3r,4r,5s)-1-((2,3-dihydro-1H-inden-2-yl)methyl)-2-methylpiperidin-3,4,5-triol